N(=[N+]=[N-])CCCCCC(C(CBr)=O)(C)C1=CC(=CC=C1)I 8-azido-1-bromo-3-(3-iodophenyl)-3-methyloctan-2-one